FC=1C=C(CN2N=CC(=C2)CNC2=NC=3N([C@H](C(NC3C=N2)=O)C)C)C=C(C1OC)F (7S)-2-(((1-(3,5-difluoro-4-methoxybenzyl)-1H-pyrazol-4-yl)methyl)amino)-7,8-dimethyl-7,8-dihydropteridin-6(5H)-one